ruthenium (II) nitrate [N+](=O)([O-])[O-].[Ru+2].[N+](=O)([O-])[O-]